4-fluorophenylmagnesium bromide FC1=CC=C(C=C1)[Mg]Br